(4S,5R)-2-(2,3-dihydrobenzo[b][1,4]dioxin-2-yl-6-d)-4,5-dihydro-1H-imidazole-4,5-d2 O1C2=C(OCC1C=1N[C@@H]([C@@H](N1)[2H])[2H])C=C(C=C2)[2H]